2-(difluoromethyl)-8-methoxy-3-(1-(3,3,3-trifluoropropyl)-1H-pyrazol-4-yl)-4H-pyrido[1,2-a]pyrimidin-4-one FC(C=1N=C2N(C(C1C=1C=NN(C1)CCC(F)(F)F)=O)C=CC(=C2)OC)F